FC=1C=CC(=C(OC2=C(C=O)C=CC=C2)C1)O 2-(5-fluoro-2-hydroxyphenoxy)benzaldehyde